C(C)(C)(C)OC(=O)N[C@H](CC1=C(C=2N=C(N=C(C2S1)N(C(OC(C)(C)C)=O)CC1=C(C=NC=C1F)F)Cl)C)C tert-Butyl N-[6-[(2S)-2-(tert-butoxycarbonylamino)propyl]-2-chloro-7-methyl-thieno[3,2-d]pyrimidin-4-yl]-N-[(3,5-difluoro-4-pyridyl)methyl]carbamate